(E)-3-{4-[(6-bromohexyl)oxy]-3-methoxyphenyl}acrylic acid methyl ester COC(\C=C\C1=CC(=C(C=C1)OCCCCCCBr)OC)=O